CC1=C(C=CC=C1C)C1=NNC2=NC=NC(=C21)N 3-(2,3-dimethylphenyl)-1H-pyrazolo[3,4-d]pyrimidin-4-amine